C1(CC1)NC1=NC(=NC=C1C(=O)NC1=C(C=CC=C1F)F)NC1=CC(=C(C=C1)N1CCN(CC1)C)F 4-(cyclopropylamino)-N-(2,6-difluorophenyl)-2-((3-fluoro-4-(4-methylpiperazin-1-yl)phenyl)amino)pyrimidine-5-carboxamide